C(CCC)(=O)N1CC(CCC1)C(=O)NS(=O)(=O)C1=CC=C(C2=CC=CC=C12)NC(C1=C(C=CC=C1)C)=O 1-butyryl-N-((4-(2-methylbenzamido)naphthalene-1-yl)sulfonyl)piperidine-3-carboxamide